2,2-bis[4-(4-aminophenoxy)-3,5-bis(trifluoromethyl)phenyl]hexafluoropropane methyl-4-(5-(((trifluoromethyl)sulfonyl)oxy)-7,8-dihydronaphthalen-1-yl)benzoate COC(C1=CC=C(C=C1)C1=CC=CC=2C(=CCCC12)OS(=O)(=O)C(F)(F)F)=O.NC1=CC=C(OC2=C(C=C(C=C2C(F)(F)F)C(C(F)(F)F)(C(F)(F)F)C2=CC(=C(C(=C2)C(F)(F)F)OC2=CC=C(C=C2)N)C(F)(F)F)C(F)(F)F)C=C1